Cl.NCC#CC=1C=CC(=NC1)C#CCNC(C[C@H]1C=2N(C3=C(C(=N1)C1=CC=C(C=C1)Cl)C(=C(S3)C)C)C(=NN2)C)=O (S)-N-(3-(5-(3-aminoprop-1-yn-1-yl)pyridin-2-yl)prop-2-yn-1-yl)-2-(4-(4-chlorophenyl)-2,3,9-trimethyl-6H-thieno[3,2-f][1,2,4]triazolo[4,3-a][1,4]diazepin-6-yl)acetamide hydrochloride